N'-cyano-6-[2-[5-fluoro-2-(methylsulfanyl)phenyl]pyrrolidin-1-yl]-N-[(3R)-oxan-3-yl]imidazo[1,2-b]pyridazine-3-carboximidamide C(#N)N=C(N[C@H]1COCCC1)C1=CN=C2N1N=C(C=C2)N2C(CCC2)C2=C(C=CC(=C2)F)SC